N=1ON=C2C1C=CC=C2 benzo(c)[1,2,5]oxadiazole